(3,5-dihexylphenyl)methyl 6-{[3-(dimethylamino)propyl]amino}hexadecanoate CN(CCCNC(CCCCC(=O)OCC1=CC(=CC(=C1)CCCCCC)CCCCCC)CCCCCCCCCC)C